2-methylene-4-oxo-4-((3-(4-(trifluoromethyl)phenyl)oxetan-3-yl)oxy)butanoic acid C=C(C(=O)O)CC(OC1(COC1)C1=CC=C(C=C1)C(F)(F)F)=O